7-(2-cyclopropylphenyl)-N-(6-methoxy-1,2,3,4-tetrahydroisoquinolin-7-yl)quinazolin-2-amine C1(CC1)C1=C(C=CC=C1)C1=CC=C2C=NC(=NC2=C1)NC1=C(C=C2CCNCC2=C1)OC